BrC1=CC2=C(C(=N1)NC=1C(=CC(=C(C(=O)NC(C)C)C1)C)F)N(C=N2)C(C)C 5-((6-bromo-3-isopropyl-3H-imidazo[4,5-c]pyridin-4-yl)amino)-4-fluoro-N-isopropyl-2-methylbenzamide